FC1(C=2C=CC=NC2C(CC1)O)C(=O)NCC1(CCCCC1)N1CCOCC1 5-fluoro-8-hydroxy-N-((1-morpholinocyclohexyl)methyl)-5,6,7,8-tetrahydroquinoline-5-carboxamide